N-(2-methyl-2H-indazol-5-yl)-4-(4,7-diazaspiro[2.5]octan-7-yl)-2,3-dihydro-1H-pyrrolo[2,3-b]pyridine-1-carboxamide hydrochloride Cl.CN1N=C2C=CC(=CC2=C1)NC(=O)N1CCC=2C1=NC=CC2N2CCNC1(CC1)C2